4-((3-(2-Cyclopropylthiazol-5-yl)-phenyl)((4-(4-methoxy-3-methyl-phenyl)bicyclo-[2.2.2]octan-1-yl)-methyl)carbamoyl)-cyclohexyl (2-hydroxyethyl)trans-carbamate OCCNC(OC1CCC(CC1)C(N(CC12CCC(CC1)(CC2)C2=CC(=C(C=C2)OC)C)C2=CC(=CC=C2)C2=CN=C(S2)C2CC2)=O)=O